tert-butyl 4-(7-(2-((tert-butoxycarbonyl)amino)-7-fluorobenzo[d]thiazol-4-yl)-8-fluoro-6-(trifluoromethyl)quinazolin-4-yl)piperazine-1-carboxylate C(C)(C)(C)OC(=O)NC=1SC2=C(N1)C(=CC=C2F)C2=C(C=C1C(=NC=NC1=C2F)N2CCN(CC2)C(=O)OC(C)(C)C)C(F)(F)F